3',4',7-trihydroxy-2'-isopentenyl-dihydroflavone OC=1C(=C(C2OC3=CC(=CC=C3C(C2)=O)O)C=CC1O)CCC(=C)C